4-(7-(Methyl-d3)-2-((7-methylquinolin-6-yl)amino)-8-oxo-7,8-dihydro-9H-purine-9-yl)tetrahydro-2H-pyran-4-carbonitrile C(N1C(N(C2=NC(=NC=C12)NC=1C=C2C=CC=NC2=CC1C)C1(CCOCC1)C#N)=O)([2H])([2H])[2H]